C(C)C1(NC(N(C(C1)=O)[C@@H]1[C@@](OC2=C1C=C(C=C2)C(=O)N[C@H]2[C@@H](C(OC1=CC=CC=C21)(C)C)O)(C)COC)=N)CC (2S,3S)-3-(4,4-diethyl-2-imino-6-oxotetrahydropyrimidin-1(2H)-yl)-N-((3S,4R)-3-hydroxy-2,2-dimethylchroman-4-yl)-2-(methoxymethyl)-2-methyl-2,3-dihydrobenzofuran-5-carboxamide